5-((3-acrylamidophenyl)amino)-7-((3,5-dimethoxyphenyl)amino)imidazo[1,2-c]pyrimidine-8-amide C(C=C)(=O)NC=1C=C(C=CC1)NC1=NC(=C(C=2N1C=CN2)C(=O)N)NC2=CC(=CC(=C2)OC)OC